diiodine silane [SiH4].[I].[I]